N-cyclohexyl-1-(o-tolyl)-N-(o-tolyl(3-(tributylsilyl)phenyl)phosphaneyl)-1-(3-(tributylsilyl)phenyl)phosphanamine C1(CCCCC1)N(P(C1=CC(=CC=C1)[Si](CCCC)(CCCC)CCCC)C1=C(C=CC=C1)C)P(C1=CC(=CC=C1)[Si](CCCC)(CCCC)CCCC)C1=C(C=CC=C1)C